tert-butyl (1-(3-bromo-4-cyano-1H-pyrazolo[3,4-d]pyrimidin-6-yl)-4-phenylpiperidin-4-yl)carbamate BrC1=NNC2=NC(=NC(=C21)C#N)N2CCC(CC2)(C2=CC=CC=C2)NC(OC(C)(C)C)=O